C(C(=C)C)(=O)OCCOC1=C(C=CC=C1)C1(CC=C(C=C1)C(C)C)OCCOCCOC(C(=C)C)=O 4-(methacryloyloxyethoxyphenyl)-2-(4-(methacryloyloxyethoxy)ethoxyphenyl)propane